(R)-1-(1-(5-(2-cyanophenyl)pyridin-2-yl)-2-hydroxyethyl)-3-(2-ethynyl-thiazol-4-yl)urea C(#N)C1=C(C=CC=C1)C=1C=CC(=NC1)[C@H](CO)NC(=O)NC=1N=C(SC1)C#C